6-benzylpiperidin-2-one C(C1=CC=CC=C1)C1CCCC(N1)=O